3-[3-[4-(4-bromophenyl)phenyl]-3-hydroxy-1-phenylpropyl]-2-hydroxychromen-4-one BrC1=CC=C(C=C1)C1=CC=C(C=C1)C(CC(C1=CC=CC=C1)C1=C(OC2=CC=CC=C2C1=O)O)O